2-(2-chloro-6-fluorobenzyl)-N-(2,5-dimethylphenyl)-8-methyl-4,5-dihydro-2H-furo[2,3-g]indazole-7-carboxamide ClC1=C(CN2N=C3C4=C(CCC3=C2)OC(=C4C)C(=O)NC4=C(C=CC(=C4)C)C)C(=CC=C1)F